[N+](=O)([O-])C1=CC=C(C=C1)NCCCCCCCNC(OC(C)(C)C)=O tert-butyl (7-((4-nitrophenyl)amino)heptyl)carbamate